3,3-Dichloro-3-fluoropropen ClC(C=C)(F)Cl